4-fluoro-N-{[3-fluoro-4-(propan-2-yl)phenyl](phenyl)methyl}-1-{2-[5-(trifluoromethyl)-1H-1,2,3-triazol-1-yl]acetyl}pyrrolidine-2-carboxamide FC1CC(N(C1)C(CN1N=NC=C1C(F)(F)F)=O)C(=O)NC(C1=CC=CC=C1)C1=CC(=C(C=C1)C(C)C)F